(S)-3-(3-(4-hydroxy-1,5-dimethyl-2-oxo-1,2-dihydropyridin-3-yl)ureido)-3-(4-phenylthiophen-2-yl)propionic acid OC1=C(C(N(C=C1C)C)=O)NC(N[C@@H](CC(=O)O)C=1SC=C(C1)C1=CC=CC=C1)=O